(1H-tetrazol-5-yl)pyrimidine N1N=NN=C1C1=NC=CC=N1